N\C(\C)=N\C(=N\S(=O)(=O)C1=CC=C(C=C1)C#N)\N1N=C(C(CC1)C1=CC=CC=C1)C1=CC=C(C=C1)Cl (Z)-N-((E)-1-aminoethylidene)-3-(4-chlorophenyl)-N'-((4-cyanophenyl)sulfonyl)-4-phenyl-5,6-dihydropyridazine-1(4H)-carboimidamide